Br[C@@H](C(=O)O)C |r| racemic-2-bromopropionic acid